COC(COC=1C=CC(=C(C1)NCCC(=O)O)C)=O 3-((5-(2-methoxy-2-oxoethoxy)-2-methylphenyl)amino)propionic acid